ClC1=CCC(C(=O)OCC(C)C)(C=C1N)N isobutyl 4-chloro-1,5-diaminobenzoate